C(C)(C)(C)OC(=O)N1CCC(CC1)N1N=NC(=C1C)C=1C=C(C=2N(C1)N=CC2C#N)OC(C)C=2N=NN(C2)C(C)C 4-[4-[3-Cyano-4-[1-(1-isopropyltriazol-4-yl)ethoxy]pyrazolo[1,5-a]pyridin-6-yl]-5-methyl-triazol-1-yl]piperidine-1-carboxylic acid tert-butyl ester